NC=1C(=NC(=CC1C1=C(C(=CC=C1C)O)C)C1=CC(=CC(=C1)F)F)C(=O)N 3-amino-6-(3,5-difluorophenyl)-4-(3-hydroxy-2,6-dimethyl-phenyl)pyridine-2-carboxamide